7-Benzyl-9,9-difluoro-4-(4-fluorobenzyl)-2,4,6,7,8,9-hexahydroimidazo[1,2-a]pyrido[3,4-e]pyrimidin-5(1H)-one C(C1=CC=CC=C1)N1CC=2C(N(C=3N(C2C(C1)(F)F)CCN3)CC3=CC=C(C=C3)F)=O